6-(2-aminoethyl)-7-(6-(bis(4-methoxybenzyl)amino)-4-methyl-3-(trifluoromethyl)pyridin-2-yl)-5,8-difluoroquinazoline-2,4(1H,3H)-dione NCCC=1C(=C2C(NC(NC2=C(C1C1=NC(=CC(=C1C(F)(F)F)C)N(CC1=CC=C(C=C1)OC)CC1=CC=C(C=C1)OC)F)=O)=O)F